1,3-bis(4-methyl-2,6-diethylphenyl)imidazole CC1=CC(=C(C(=C1)CC)N1CN(C=C1)C1=C(C=C(C=C1CC)C)CC)CC